6-[3-(5-chloro-2-fluoro-phenyl)-1H-pyrazol-4-yl]-N-(piperazin-2-ylmethyl)-1,5-naphthyridin-3-amine ClC=1C=CC(=C(C1)C1=NNC=C1C=1N=C2C=C(C=NC2=CC1)NCC1NCCNC1)F